tert-butyl (8aS)-4-fluoro-5-[5-methyl-1-(oxan-2-yl)-1H-benzimidazol-4-yl]-8a,9,11,12-tetrahydropyrazino[2',1':3,4][1,4]oxazepino[5,6,7-de]quinazoline-10(8H)-carboxylate FC1=C(C=C2C3=C(N=CN=C13)N1[C@H](CO2)CN(CC1)C(=O)OC(C)(C)C)C1=C(C=CC=2N(C=NC21)C2OCCCC2)C